1-Benzhydryl-3-(benzylamino)azetidine-3-carbonitrile C(C1=CC=CC=C1)(C1=CC=CC=C1)N1CC(C1)(C#N)NCC1=CC=CC=C1